The molecule is a monocarboxylic acid amide that is lactic acid in which the carboxylic acid group has been converted to the corresponding carboxamide. It is a monocarboxylic acid amide and a secondary alcohol. It derives from a rac-lactic acid. CC(C(=O)N)O